Diethyl Citrate C(CC(O)(C(=O)[O-])CC(=O)OCC)(=O)OCC